(2S)-1-[2-[(3S)-3-[(8-benzyloxy-5-quinolyl)amino]pyrrolidin-1-yl]acetyl]pyrrolidine-2-carbonitrile C(C1=CC=CC=C1)OC=1C=CC(=C2C=CC=NC12)N[C@@H]1CN(CC1)CC(=O)N1[C@@H](CCC1)C#N